C1=CC=C(C2=C1C1=C(O2)C=C2C=CC=CC2=C1)C1=NC(=CC(=C1)CC(C)(C)C)[2H] 2-(Naphtho[2,3-b]benzofuran-4-yl)-4-neopentylpyridine-6-d